COC(=O)C=1C(=C(C=CC1)NC(NC1=CC=C(C=C1)CC(=O)O)=O)C 2-(4-(3-(3-(methoxycarbonyl)-2-methylphenyl)ureido)phenyl)acetic acid